4,7,13-tris(3-oxo-3-(undecylamino)propyl)-N,N16-diundecyl-4,7,10,13-tetraazahexadecane-1,16-diamide O=C(CCN(CCC(=O)NCCCCCCCCCCC)CCN(CCNCCN(CCC(=O)NCCCCCCCCCCC)CCC(=O)NCCCCCCCCCCC)CCC(=O)NCCCCCCCCCCC)NCCCCCCCCCCC